CC1=C(C=2N(C=C1)C=CN2)C2=C(C=C(C=C2O)C(C)(C)CC)O 2-(7-Methylimidazo[1,2-a]pyridin-8-yl)-5-(tert-pentyl)benzene-1,3-diol